C(#N)C1=CC2=C(CN(C[C@H]2C2=C(C=CC=C2)C=2C(=NN(C2)CCC(=O)O)C(F)(F)F)C(\C=C\CN(C)C)=O)S1 (S,E)-3-(4-(2-(2-Cyano-6-(4-(dimethylamino)but-2-enoyl)-4,5,6,7-tetrahydrothieno[2,3-c]pyridin-4-yl)phenyl)-3-(trifluoromethyl)-1H-pyrazol-1-yl)propanoic acid